[Ag].C(=CC)N=C=S propenyl isothiocyanate silver